BrC=1N=CN(C1)C(C)C 4-bromo-1-isopropyl-1H-imidazole